C(C)N(C(C#CC1=CC=C(C=C1)CN(CCC1=CC=C(C=C1)OC)C=1SC2=C(N1)C=CC=C2F)=O)CC N,N-diethyl-3-(4-(((7-fluorobenzo[d]thiazol-2-yl)(4-methoxyphenethyl)amino)methyl)phenyl)propiolamide